OC(CC(=O)O)CCCCCCCCCCCC 3-Hydroxy-pentadecanoic acid